octanoic acid butyl ester C(CCC)OC(CCCCCCC)=O